5-(6-(((S)-2,2-difluorocyclopentyl)amino)-4-(trifluoromethyl)pyridin-3-yl)-N-(2-hydroxy-2-Methylpropyl)-4-((S)-2-methylpyrrolidine-1-carbonyl)thiazole-2-carboxamide FC1([C@H](CCC1)NC1=CC(=C(C=N1)C1=C(N=C(S1)C(=O)NCC(C)(C)O)C(=O)N1[C@H](CCC1)C)C(F)(F)F)F